C(C)N(CCCNC1=CC=C(C=C1)NC1=CC(=NN1)C1=CC=C(S1)C(=O)N)CC 5-(5-(4-(3-(diethylamino)propylamino)phenylamino)-1H-pyrazol-3-yl)thiophene-2-carboxamide